FC(C1=C(C=C(C=C1)C(F)(F)F)C=1C(=C(C(=O)N)C=C(C1)Br)O)(F)F 2,5-bis(trifluoromethyl)phenyl-5-bromo-2-hydroxybenzamide